3-(6-Chloro-3-methyl-1H-pyrazolo[4,3-c]pyridin-1-yl)-4-methoxy-N-(3-(4-methylpiperazin-1-yl)propyl)benzenesulfonamide ClC1=CC2=C(C=N1)C(=NN2C=2C=C(C=CC2OC)S(=O)(=O)NCCCN2CCN(CC2)C)C